(6-((5-Chloro-2-((4-(2-(dimethylamino)-7-azaspiro[3.5]non-7-yl)-2-methoxy-5-methylphenyl)amino)pyrimidin-4-yl)amino)-2,3-dimethylphenyl)dimethylphosphine oxide ClC=1C(=NC(=NC1)NC1=C(C=C(C(=C1)C)N1CCC2(CC(C2)N(C)C)CC1)OC)NC1=CC=C(C(=C1P(C)(C)=O)C)C